[5-[[1-[(E)-2-(aminomethyl)-3-fluoro-allyl]-5-oxo-1,2,4-triazol-4-yl]methyl]-2-thienyl]-5-methyl-1,4-dihydro-3,1-benzoxazin-2-one NC/C(/CN1N=CN(C1=O)CC1=CC=C(S1)N1C(OCC2=C1C=CC=C2C)=O)=C\F